ClC=1C=C(C=CC1C)N1CC(C=2C1=NC=C(N2)C(=O)O)(C)C 5-(3-chloro-4-methylphenyl)-7,7-dimethyl-6,7-dihydro-5H-pyrrolo[2,3-b]pyrazine-2-carboxylic acid